COC1=CC=C(C=C1)NC(=O)NC1=CC=C(C=C1)OC 1,3-bis(p-methoxyphenyl)urea